2,4-dibromo-6-methyl-pyrimidine BrC1=NC(=CC(=N1)Br)C